8-cyclopropyl-5-hydroxy-1,3-dimethyl-6-(2-methylbenzyl)pyrido[2,3-d]pyrimidine-2,4,7(1h,3h,8h)-trione C1(CC1)N1C(C(=C(C2=C1N(C(N(C2=O)C)=O)C)O)CC2=C(C=CC=C2)C)=O